NC1=C(C(=C(C(=O)OC(C)(C)C)C=C1)F)NCCOC tert-butyl 4-amino-2-fluoro-3-(2-methoxyethylamino)benzoate